2-(2-(cyclopropanesulfonylamino)thiazol-4-yl)-2-methoxy-N-(4-(pyridin-3-yl)phenyl)acetamide C1(CC1)S(=O)(=O)NC=1SC=C(N1)C(C(=O)NC1=CC=C(C=C1)C=1C=NC=CC1)OC